C(#N)C=1C=C(C=CC1F)NC(=O)N1CC=2N(C[C@@H]1C)C=NC2C(=O)NC2(CCC2)C (S)-N7-(3-Cyano-4-fluorophenyl)-6-methyl-N1-(1-methylcyclobutyl)-5,6-dihydroimidazo[1,5-a]pyrazine-1,7(8H)-dicarboxamide